C(C1=CC=CC=C1)N1CC2(C1)CC(C2)NC(=O)N2[C@@H](CN(C[C@H]2C)C2=NC=C(N=C2)Cl)C (2R,6R)-N-{2-benzyl-2-azaspiro[3.3]heptan-6-yl}-4-(5-chloropyrazin-2-yl)-2,6-dimethylpiperazine-1-carboxamide